C(C1=CC=CC=C1)OC1=C(C(=C(C(=O)OC2=C(C(=C(C(=O)[O-])C(=C2C)C)C)C)C(=C1)C)C=C)C 4-((4-(benzyloxy)-3,6-dimethyl-2-vinylbenzoyl)oxy)-2,3,5,6-tetramethylbenzoate